tert-butyl (S)-(2-(4-methyl-2-oxooxazolidin-3-yl)-6-(trifluoro methyl)pyridin-4-yl)carbamate C[C@@H]1N(C(OC1)=O)C1=NC(=CC(=C1)NC(OC(C)(C)C)=O)C(F)(F)F